(R)-8-methyl-N-(piperidin-3-yl)isoquinolin-1-amine CC=1C=CC=C2C=CN=C(C12)N[C@H]1CNCCC1